(4S,5R)-N-(isoquinolin-4-ylmethyl)-4-methyl-2-oxo-5-[3-(trifluoromethyl)phenyl]-1,3-oxazolidine-3-carboxamide C1=NC=C(C2=CC=CC=C12)CNC(=O)N1C(O[C@@H]([C@@H]1C)C1=CC(=CC=C1)C(F)(F)F)=O